COC1=NC=C(C2=CC=CC=C12)CN(C(=O)N)CCC 1-((1-methoxyisoquinolin-4-yl)methyl)-1-propylurea